CC(=N)C(=N)C 2,3-dimethyl-1,4-diazabutadiene